6-Chloro-4-((2-methoxy-3-(1-methyl-1H-1,2,4-triazol-3-yl)phenyl)amino)-N-methylnicotinamide ClC1=NC=C(C(=O)NC)C(=C1)NC1=C(C(=CC=C1)C1=NN(C=N1)C)OC